tert-butyl 6-(8-(benzo[d]thiazol-2-ylcarbamoyl)-3,4-dihydroisoquinolin-2(1H)-yl)-3-(3-(3-(1-(2-ethoxy-2-oxoethyl) piperidin-4-yl)propoxy)phenyl)picolinate S1C(=NC2=C1C=CC=C2)NC(=O)C=2C=CC=C1CCN(CC21)C2=CC=C(C(=N2)C(=O)OC(C)(C)C)C2=CC(=CC=C2)OCCCC2CCN(CC2)CC(=O)OCC